FC1=C(C=C(C=C1)O)C(=O)N1CC2(C1)CC(C2)N2C[C@@H](CC2)C2=C(C=CC=C2)C(F)(F)F (S)-(2-fluoro-5-hydroxyphenyl)(6-(3-(2-(trifluoromethyl)phenyl)pyrrolidin-1-yl)-2-azaspiro[3.3]heptan-2-yl)methanone